OC[C@H](CCOC)NC(OC(C)(C)C)=O tert-butyl N-[(1S)-1-(hydroxymethyl)-3-methoxy-propyl]carbamate